C(C)(C)C=1C(=NN(C1C=1C=C(C=2N(C1)N=CN2)C)COCC[Si](C)(C)C)C2=CC=C(C=C2)N2CC(C2)NC(OC(C)(C)C)=O tert-butyl (1-(4-(4-isopropyl-5-(8-methyl-[1,2,4]triazolo[1,5-a]pyridin-6-yl)-1-((2-(trimethylsilyl)ethoxy)methyl)-1H-pyrazol-3-yl)phenyl)azetidin-3-yl)carbamate